FC=1C(=CC=2C3=C(NC(C2C1)=O)COC[C@H]3N(C(C3=CC(=C(C=C3)F)F)=O)C)F (S)-N-(8,9-Difluoro-6-oxo-1,4,5,6-tetrahydro-2H-pyrano[3,4-c]isoquinolin-1-yl)-3,4-difluoro-N-methylbenzamide